CCCCCCC(C)OC(=O)CCCCCCCCCCCCCCC(C)C methylheptyl Isostearate